5-n-butyl-1-isobutyl-3-tert-butyl-4-hydroxy-pyrazole C(CCC)C1=C(C(=NN1CC(C)C)C(C)(C)C)O